O=C1N(CC2(CCN(C2)C(=O)OC(C)(C)C)CC1)C1=NC=CC(=C1)C(F)(F)F tert-butyl 8-oxo-7-(4-(trifluoromethyl)pyridin-2-yl)-2,7-diazaspiro[4.5]decane-2-carboxylate